sodium 2,2'-methylenebis(2,4-di-tert-butylphenyl) phosphate P1(=O)(OC2C(C=C(C=C2)C(C)(C)C)(C(C)(C)C)CC2(C(C=CC(=C2)C(C)(C)C)O1)C(C)(C)C)[O-].[Na+]